C[C@@H]1CCN2C(O1)=C(C(=N2)C=2C=NN(C2)C)C(=O)O (5R)-5-Methyl-2-(1-methylpyrazol-4-yl)-6,7-dihydro-5H-pyrazolo[5,1-b][1,3]oxazine-3-carboxylic acid